OC1=C(C=CC2=C(C(=CC=C12)S(=O)(=O)O)O)S(=O)(=O)O 1,5-dihydroxynaphthalene-2,6-disulfonic acid